CC(COC(CCC1=CC(=C(C(=C1)C)O)C(C)(C)C)=O)(C)C1OCC2(CO1)COC(OC2)C(COC(CCC2=CC(=C(C(=C2)C)O)C(C)(C)C)=O)(C)C 3,9-bis[1,1-dimethyl-2-[(3-tertiary butyl-4-hydroxy-5-methylphenyl)propionyloxy]ethyl]-2,4,8,10-tetraoxaspiro[5.5]undecane